N1=CC=C(C=C1)C1=CC=C(OCCC=2C=C3C=CNC3=CC2)C=C1 5-(2-(4-(pyridin-4-yl)phenoxy)ethyl)-1H-indol